C(C)(=O)NC1=CC=C(N=N1)CCC(CN1N=NC(=C1)C(=O)NCC1=NC=CC(=C1)C(F)(F)F)F 1-(4-(6-acetamidopyridazin-3-yl)-2-fluorobutyl)-N-((4-(trifluoromethyl)pyridin-2-yl)methyl)-1H-1,2,3-triazole-4-carboxamide